pyrimidin-5-ylmethanol N1=CN=CC(=C1)CO